(E)-3-(([2,3'-bipyridin]-2'-ylamino)methyl)-2-hydroxybenzaldehyde oxime N1=C(C=CC=C1)C=1C(=NC=CC1)NCC=1C(=C(/C=N/O)C=CC1)O